trans-(3SR,4SR)-4-(pyridin-2-yldithio)tetrahydropyran-3-ol (fluoromethyl)(3-fluoropropyl)sulfite FCS(=O)(O)(CCCF)O[C@H]1COCC[C@@H]1SSC1=NC=CC=C1 |r|